azolselenone N=1C(C=CC1)=[Se]